CN(CCCNC1=C(C=C(C=C1)S(=O)(=O)N)S(=O)(=O)C(F)(F)F)C 4-[3-(dimethylamino)propylamino]-3-(trifluoromethylsulfonyl)benzenesulfonamide